[C@@H]1([C@H](O)[C@H](O)[C@@H](CO)O1)N1C(=O)NC(=O)C=C1 3H-uridine